(2S,4S)-1-((5-(4-fluoro-3-(trifluoromethyl)phenyl)-1,2,4-oxadiazol-3-yl)methyl)-2-methyl-N-(3-(trifluoromethyl)phenyl)piperidine-4-carboxamide FC1=C(C=C(C=C1)C1=NC(=NO1)CN1[C@H](C[C@H](CC1)C(=O)NC1=CC(=CC=C1)C(F)(F)F)C)C(F)(F)F